O1C2=C(OCC1)C=C(C=C2)N2C(NN=C2SC2=NC=CC=C2[N+](=O)[O-])=O 4-(2,3-dihydrobenzo[b][1,4]dioxin-6-yl)-5-((3-nitropyridin-2-yl)thio)-2,4-dihydro-3H-1,2,4-triazol-3-one